BrC1=C(C=C2CC3=C(N(N=C3C(=O)N3C(COCC3)(C)C)C3=CSC=C3)C2=C1)OC [7-bromo-6-methoxy-1-(3-thienyl)-4H-indeno[1,2-c]pyrazol-3-yl]-(3,3-dimethylmorpholin-4-yl)methanone